O=C1NC(CCC1N1C(C2=CC=CC(=C2C1=O)NCCCCCNC(CCCCCOC1=C(C=C2C(=NC=NC2=C1)NC1=C(C=C(C=C1)OC1=CC=CC=C1)C)OC)=O)=O)=O N-(5-((2-(2,6-dioxopiperidin-3-yl)-1,3-dioxoisoindolin-4-yl)amino)pentyl)-6-((6-methoxy-4-((2-methyl-4-phenoxyphenyl)amino)quinazolin-7-yl)oxy)hexanamide